3-Nitro-1H-pyrazole-4-carboxylic acid [N+](=O)([O-])C1=NNC=C1C(=O)O